acryloyloxyphenol C(C=C)(=O)OC1=C(C=CC=C1)O